bis-(triethoxysilyl propyl) disulphide C(C)O[Si](OCC)(OCC)CCCSSCCC[Si](OCC)(OCC)OCC